COCC1=NN(C(=C1)NC1=NC(=NN2C1=C(C(=C2)C2=NN(C=C2)C)C)C=2N(C=CN2)C)C(=O)OCC Ethyl 3-(methoxymethyl)-5-((5-methyl-2-(1-methyl-1H-imidazol-2-yl)-6-(1-methyl-1H-pyrazol-3-yl)pyrrolo[2,1-f][1,2,4]triazin-4-yl)amino)-1H-pyrazole-1-carboxylate